1-(7-bromo-2-(ethoxymethyl)-4-(tritylamino)-1H-imidazo[4,5-c]quinolin-1-yl)-2-methylpropan-2-ol BrC=1C=CC=2C3=C(C(=NC2C1)NC(C1=CC=CC=C1)(C1=CC=CC=C1)C1=CC=CC=C1)N=C(N3CC(C)(O)C)COCC